5-(tetrahydropyran-2-yl)-pentanoic acid ethyl ester C(C)OC(CCCCC1OCCCC1)=O